C[C@@H]1N(C2=CC=CC=C2[C@@H](C1)NC1=CC=C(C=C1)NC(CNC(=O)NC1=CC=C(C=C1)NC(CN1CCN(C(CC1)=O)C)=O)=O)C(CC)=O N-(4-(((2S,4R)-2-methyl-1-propionyl-1,2,3,4-tetrahydroquinolin-4-yl)amino)phenyl)-2-(3-(4-(2-(4-methyl-5-oxo-1,4-diazepan-1-yl)acetamido)phenyl)ureido)acetamide